OC1=C(C(=O)NC2=CC(=CC=C2)NC(C2=C(C(=CC=C2)O)O)=O)C=CC=C1O 1,3-Bis(2,3-dihydroxybenzamido)benzene